C(C)(C)(C)OC(=O)N1C=C(C=2N=C(N=C(C21)OCC=2N=NC=CC2)N2CCOCC2)C2=CC(=CC=C2)N2N=CC=C2 7-(3-(1H-pyrazol-1-yl)phenyl)-2-morpholino-4-(pyridazin-3-ylmethoxy)-5H-pyrrolo[3,2-d]pyrimidine-5-carboxylic acid tert-butyl ester